9-([1,1-biphenyl]-4-yl)-9'-([1,1':4',1''-terphenyl]-4-yl)-9H,9'H-3,3'-bicarbazole C1(=CC=C(C=C1)N1C2=CC=CC=C2C=2C=C(C=CC12)C=1C=CC=2N(C3=CC=CC=C3C2C1)C1=CC=C(C=C1)C1=CC=C(C=C1)C1=CC=CC=C1)C1=CC=CC=C1